(2S,3S,4R,5R)-5-(6-((4-chloropyridin-2-yl)methylamino)-2-(5-fluoropyridin-3-yl)-9H-purin-9-yl)-3,4-dihydroxyl-N-methyl-tetrahydrofuran-2-formamide ClC1=CC(=NC=C1)CNC1=C2N=CN(C2=NC(=N1)C=1C=NC=C(C1)F)[C@H]1[C@@H]([C@@H]([C@H](O1)C(=O)NC)O)O